C1(=CC=CC=C1)OC(NC1=NC(=NS1)SCC)=O (3-ethylsulfanyl-1,2,4-thiadiazol-5-yl)carbamic acid phenyl ester